NC=1C=C(C=C2C=C(N=CC12)NC(=O)[C@H]1[C@@H](C1)C#N)C1=CC2=C(NC(O2)=O)C=C1C |r| (±)-trans-N-[8-amino-6-(5-methyl-2-oxo-3H-1,3-benzoxazol-6-yl)-3-isoquinolinyl]-2-cyano-cyclopropanecarboxamide